N-(4-ethylheptyl)-bicyclo[2.2.1]Hept-5-ene-2,3-dicarboximide C(C)C(CCCN1C(=O)C2C3C=CC(C2C1=O)C3)CCC